3-[5-(7-aminoheptyl)-3-methyl-2-oxo-1,3-benzodiazol-1-yl]piperidine-2,6-dione NCCCCCCCC1=CC2=C(N(C(N2C)=O)C2C(NC(CC2)=O)=O)C=C1